C(C)(C)(C)OC(=O)C=1C=C(C=CC1)OB(O)O (3-t-butoxycarbonylphenyl)boric acid